3-methyl-2-ethylstyrene CC=1C(=C(C=C)C=CC1)CC